2-bromo-1-(2-cyclopropylpent-4-enoxy)-4-ethylsulfonyl-benzene BrC1=C(C=CC(=C1)S(=O)(=O)CC)OCC(CC=C)C1CC1